N[C@H]1[C@@H](CN(CC1)CP(OC(C)C)(OC(C)C)=O)O diisopropyl (((3R,4R)-4-amino-3-hydroxypiperidin-1-yl)methyl)phosphonate